2'-C-methylguanosine C[C@]1([C@@H]([C@H](O[C@H]1N2C=NC3=C2N=C(NC3=O)N)CO)O)O